ClC=1C=C2C(=NC1C1=CC=C(C=C1)C1=CC=C(C=C1)CN1CC(C1)COCCO)N=C(N2)O[C@@H]2C[C@@H](OCC2)C(=O)OC methyl (2R,4S)-4-((6-chloro-5-(4'-((3-((2-hydroxyethoxy)methyl)azetidin-1-yl)methyl)-[1,1'-biphenyl]-4-yl)-1H-imidazo[4,5-b]pyridin-2-yl)oxy)tetrahydro-2H-pyran-2-carboxylate